CN1N=NC(=C1NC(O[C@H](C)C=1C(=NC=C(C1)F)F)=O)C1=NC=C(C=C1)NC(C1=CC(=NC=C1)S(=O)(=O)C)=O (R)-1-(2,5-difluoropyridin-3-yl)ethyl (1-methyl-4-(5-(2-(methylsulfonyl) isonicotinamido) pyridin-2-yl)-1H-1,2,3-triazol-5-yl)carbamate